2-(cyanomethyl)-4-(2-(((S)-1-methylpyrrolidin-2-yl)methoxy)-5,6,7,8-tetrahydro-1,7-naphthyridin-4-yl)piperazine-1-carboxylic acid tert-butyl ester C(C)(C)(C)OC(=O)N1C(CN(CC1)C1=CC(=NC=2CNCCC12)OC[C@H]1N(CCC1)C)CC#N